tris(3-(didodecylamino)propyl)benzene-1,3,5-tricarboxamide C(CCCCCCCCCCC)N(CCCC1=C(C(=C(C(=C1C(=O)N)CCCN(CCCCCCCCCCCC)CCCCCCCCCCCC)C(=O)N)CCCN(CCCCCCCCCCCC)CCCCCCCCCCCC)C(=O)N)CCCCCCCCCCCC